C(NCC(O)C1=CC(O)=C(O)C=C1)S(=O)(=O)[O-] ADRENALINESULFONATE